triethylene glycol monotert-butyl ether C(C)(C)(C)OCCOCCOCCO